[Si](C)(C)(C(C)(C)C)OC(CCCCCC(=O)OC\C=C/CCCCCC)CN(CC(O[Si](C(C)(C)C)(C)C)CCCCCC(=O)OC\C=C/CCCCCC)CCCO[Si](C(C)(C)C)(C)C (2Z)-non-2-en-1-yl 7-[(tert-butyldimethylsilyl)oxy]-8-(2,2,3,3,12,12,13,13-octamethyl-5-{6-[(2Z)-non-2-en-1-yloxy]-6-oxohexyl}-4,11-dioxa-7-aza-3,12-disilatetradecan-7-yl)octanoate